1-cyclopropyl-2-[[3-(4-bromophenyl)-5-(trifluoromethyl)-4H-1,2-oxazol-5-yl]oxy]ethanone C1(CC1)C(COC1(CC(=NO1)C1=CC=C(C=C1)Br)C(F)(F)F)=O